NC1=C(NC2=CC=C(C(=N2)NC2=CC=CC=C2)C(C)=O)C=CC(=C1)OCCN1CCOCC1 1-[6-[2-amino-4-(2-morpholinoethoxy)anilino]-2-anilino-3-pyridyl]ethanone